C(C)(C)(C)C=1C=C(C=2NC3=CC=C(C=C3C2C1)C(C)(C)C)C1=CC(=CC2=CC=CC=C12)N(C=1C=CC=2N(C3=CC=CC=C3C2C1)C1=CC=CC=C1)C1=CC(=CC(=C1)C(C)(C)C)C(C)(C)C N-(4-(3,6-di-tert-butyl-9H-carbazol-1-yl)naphthalen-2-yl)-N-(3,5-di-tert-butylphenyl)-9-phenyl-9H-carbazol-3-amine